NC1=NN(C(=C1)Br)C1=CC=C(C=C1)N1CCN(CC1)CCO 2-(4-(4-(3-amino-5-bromo-1H-pyrazol-1-yl)phenyl)piperazin-1-yl)ethan-1-ol